[F-].C[N+]1=C(C=CC=C1)C 1,2-dimethylpyridinium fluoride